(3,4,5-tris(benzyloxy)benzoyl)piperazine-2-carboxylic acid methyl ester COC(=O)C1N(CCNC1)C(C1=CC(=C(C(=C1)OCC1=CC=CC=C1)OCC1=CC=CC=C1)OCC1=CC=CC=C1)=O